NC1=CC=C(C=C1)S(=O)(=O)C1=CC=C(C=C1)O 4-((4-aminophenyl)sulfonyl)phenol